FC=1C=CC2=C(OC3=C(C=N2)C=CC=C3)C1N1CCN(CC1)CC(C(=O)O)(C)C 3-[4-(7-Fluorobenzo[b][1,4]benzoxazepin-6-yl)piperazin-1-yl]-2,2-dimethyl-propionic acid